3-chloro-N-(4-cyclopropylpyridin-2-yl)benzamide ClC=1C=C(C(=O)NC2=NC=CC(=C2)C2CC2)C=CC1